C(CCCCCCC\C=C/C\C=C/CCCCC)C(C(C(=O)[O-])(C)CCCCCCCC\C=C/C\C=C/CCCCC)CN(C)C di-linoleylmethyl-4-dimethylaminobutyrate